(R)-2,2-difluoro-N-(3-(6-((S)-1-hydroxyethyl)-4-methylpyridin-3-yl)-1,6-naphthyridin-7-yl)cyclopropane-1-carboxamide FC1([C@H](C1)C(=O)NC1=NC=C2C=C(C=NC2=C1)C=1C=NC(=CC1C)[C@H](C)O)F